(4S,12aS)-N-[(2,4-difluorophenyl)methyl]-4-methyl-1-(1-methylethyl)-6,8-dioxo-7-[(phenylmethyl)oxy]-1,2,3,4,6,8,12,12a-octahydropyrido[1',2':4,5]pyrazino[1,2-a]pyrimidine-9-carboxamide FC1=C(C=CC(=C1)F)CNC(=O)C=1C(C(=C2N(C[C@@H]3N([C@H](CCN3C(C)C)C)C2=O)C1)OCC1=CC=CC=C1)=O